propargyl (propargyl) ether C(C#C)OCC#C